tert-Butyl N-(2-bromo-5-chloro-6-methyl-3-pyridyl)carbamate BrC1=NC(=C(C=C1NC(OC(C)(C)C)=O)Cl)C